6-[4-[3-(6-fluoro-4-oxo-3H-quinazolin-2-yl)propionyl]piperazin-1-yl]pyridine-3-carbonitrile FC=1C=C2C(NC(=NC2=CC1)CCC(=O)N1CCN(CC1)C1=CC=C(C=N1)C#N)=O